C(C)OC=CC(=O)O 3-ethoxyprop-2-enoic acid